NC1=C(C(=NC=N1)N1CC(CCC1)C=1SC=C(N1)NC(=O)NC1=C(C=CC=C1)N1CCCC1)Cl 1-(2-(1-(6-amino-5-chloropyrimidin-4-yl)piperidin-3-yl)thiazol-4-yl)-3-(2-(pyrrolidin-1-yl)phenyl)urea